FC1(CCC(CC1)N1N=C(C2=C1SC(=C2)C(=O)NC2CC(C2)N2CC(CC2)(F)F)C)F 1-(4,4-difluorocyclohexyl)-N-((1r,3r)-3-(3,3-difluoropyrrolidin-1-yl)cyclobutyl)-3-methyl-1H-thieno[2,3-c]pyrazole-5-carboxamide